FC(C(=O)O)(F)F trisFluoroacetic Acid